(S)-5-(3-(tert-butoxy)-3-oxopropyl)-1-(9H-fluoren-9-yl)-3,6-dioxo-2,10,13,16,19,22-hexaoxa-4,7-diazapentacosan-25-oic acid C(C)(C)(C)OC(CC[C@H](NC(OCC1C2=CC=CC=C2C=2C=CC=CC12)=O)C(NCCOCCOCCOCCOCCOCCC(=O)O)=O)=O